2-(methylcarbamoyl)benzene-boronic acid CNC(=O)C1=C(C=CC=C1)B(O)O